3-(benzyloxy)-4-methyl-5-(naphthalen-2-yl)picolinic acid C(C1=CC=CC=C1)OC=1C(=NC=C(C1C)C1=CC2=CC=CC=C2C=C1)C(=O)O